(tert-butyl 4-(1-(difluoromethyl)-1H-pyrazol-4-yl) cyclohex-3-en-1-yl) carbamate C(N)(OC1(CC=C(CC1)C=1C=NN(C1)C(F)F)C(C)(C)C)=O